C1(CCC1)CNCC=1C=CC=2N(C1)C=C(N2)CN2N=NC=C2 1-[(6-{[(cyclobutylmethyl)amino]methyl}imidazo[1,2-a]pyridin-2-yl)methyl]-1H-1,2,3-triazol